benzylammonium (S)-3-((tert-butoxycarbonyl)amino)-2-(4-(((2,4-dimethylbenzoyl)oxy)methyl)phenyl)propanoate C(C)(C)(C)OC(=O)NC[C@@H](C(=O)[O-])C1=CC=C(C=C1)COC(C1=C(C=C(C=C1)C)C)=O.C(C1=CC=CC=C1)[NH3+]